4-(7-fluoro-1H-pyrrolo[3,2-c]pyridin-4-yl)piperidine-1-carboxylic acid tert-butyl ester C(C)(C)(C)OC(=O)N1CCC(CC1)C1=NC=C(C2=C1C=CN2)F